CN1C=2C=NC(=NC2NCC1=O)C1=NC(=CC=C1)C 5-methyl-2-(6-methylpyridin-2-yl)-7,8-dihydropteridin-6(5H)-one